Cl.CNC1(CC1)C1=NOC(=C1)C(=O)OC methyl 3-[1-(methylamino)cyclopropyl]-1,2-oxazole-5-carboxylate hydrochloride